N-[4-(4-methoxyphenyl)-4-methyl-2,5-dioxaimidazolin-1-yl]-1,3-diphenyl-1H-pyrazol-5-yl-carboxamide COC1=CC=C(C=C1)C1(NON(O1)NC(=O)C1=CC(=NN1C1=CC=CC=C1)C1=CC=CC=C1)C